ClC1=C(C=C2C(=C(NC2=C1)C(=O)N1CCC(CC1)C=1C=C2CN(C(C2=CC1)=O)C1C(NC(CC1)=O)=O)C)F 3-(5-(1-(6-chloro-5-fluoro-3-methyl-1H-indole-2-carbonyl)piperidin-4-yl)-1-oxoisoindolin-2-yl)piperidine-2,6-dione